ethyl 2-nonyl-2-cyclopropene-1-carboxylate C(CCCCCCCC)C=1C(C1)C(=O)OCC